7-fluorobenzo[d]thiazol-2-amine bis(2,2,2-trifluoroacetate) FC(C(=O)O)(F)F.FC(C(=O)O)(F)F.FC1=CC=CC=2N=C(SC21)N